C(C1=CC=CC=C1)C1=C(C=C(C=C1)NC(=O)NC1=CC=CC=C1)C 1-(4-benzyl-3-methylphenyl)-3-phenylurea